O=C1NC(CCC1N1C(N(C2=C1C=CC=C2C#CCOCCCN(C(OC(C)(C)C)=O)C)C)=O)=O tert-butyl N-[3-([3-[1-(2,6-dioxopiperidin-3-yl)-3-methyl-2-oxo-1,3-benzodiazol-4-yl]prop-2-yn-1-yl]oxy)propyl]-N-methylcarbamate